C(C(O)CO)C(C(=O)O)C(O)(C(=O)O)CC(=O)O.ClC1=NC=C(C(=C1)N1CCC(CC1)O)C#CC=1N=C(SC1)CF 1-(2-chloro-5-(2-(2-(fluoromethyl)thiazol-4-yl)ethynyl)-4-pyridinyl)piperidin-4-ol Glyceryl-Monocitrate